FC1(CCC(CC1)[C@@H](C(=O)NC1=CC=C(C=C1)C=1C(=NNC1C)C)NC(=O)C1=CC=NN1C(C=C)C=C)F (S)-N-(1-(4,4-difluorocyclohexyl)-2-((4-(3,5-dimethyl-1H-pyrazol-4-yl)phenyl)amino)-2-oxoethyl)-1-(penta-1,4-dien-3-yl)-1H-pyrazole-5-carboxamide